4-(7,9-Difluoro-1,4,4-trimethyl-5H-[1,2,4]triazolo[4,3-a]quinoxalin-8-yl)-1H-indazole-1-carboxylic acid tert-butyl ester C(C)(C)(C)OC(=O)N1N=CC2=C(C=CC=C12)C1=C(C=C2NC(C=3N(C2=C1F)C(=NN3)C)(C)C)F